C(NN)(=O)[O-].O1CCCC1.[Eu+2].C(NN)(=O)[O-] europium (II) (tetrahydrofuran) carbazate